(4R,12aS)-9-((2,4-difluorobenzyl)carbamoyl)-4-methyl-6,8-dioxo-3,4,6,8,12,12a-hexahydro-2H-pyrido[1',2':4,5]pyrazino[2,1-b][1,3]oxazin-7-yl-8-(1-octyl-1H-1,2,3-triazol-4-yl)octanoate FC1=C(CNC(=O)C=2C(C(=C3N(C[C@@H]4OCC[C@H](N4C3=O)C)C2)OC(CCCCCCCC=2N=NN(C2)CCCCCCCC)=O)=O)C=CC(=C1)F